(3S,4R)-3,4,5-trihydroxypentanal O[C@@H](CC=O)[C@@H](CO)O